1,2-Bis(mercaptoethyl)benzol SCCC1=C(C=CC=C1)CCS